NC1=CC=C(C(=C1C(=O)N(C)C)F)C=1C=C2C(=NC1)N[C@H](C21CC1)C (S)-6-Amino-2-fluoro-N,N-dimethyl-3-(2'-methyl-1',2'-dihydrospiro[cyclopropane-1,3'-pyrrolo[2,3-b]pyridin]-5'-yl)benzamide